Ethyl 5-(2-cyano-5-methoxyphenyl)isoxazole-3-carboxylate C(#N)C1=C(C=C(C=C1)OC)C1=CC(=NO1)C(=O)OCC